4-{5-[5-Fluoro-6-(2-methoxyethoxy)-1H-indazol-3-yl]-1,2-oxazol-3-yl}-N-[2-methyl-2-(morpholin-4-yl)propyl]benzamide FC=1C=C2C(=NNC2=CC1OCCOC)C1=CC(=NO1)C1=CC=C(C(=O)NCC(C)(N2CCOCC2)C)C=C1